C(C)OC(C(C(=O)OCC)C1=C(C=C(C=C1)C#N)Br)=O 2-(2-Bromo-4-cyanophenyl)malonic acid diethyl ester